FC1=CC(=CC2=C1NC([C@H](CO2)NC(=O)C2=NN1C(CCC[C@@H]1C(C)C)=N2)=O)F (5R)-N-[(3S)-6,8-difluoro-4-oxo-3,5-dihydro-2H-1,5-benzoxazepin-3-yl]-5-isopropyl-5,6,7,8-tetrahydro-[1,2,4]triazolo[1,5-a]pyridine-2-carboxamide